[Au].[Ni].[Au] gold nickel-gold